2-(3-bromopyrazol-1-yl)pyrimidine BrC1=NN(C=C1)C1=NC=CC=N1